(2,5-dimethylpiperazine-1,4-diyl)bis(ethane-2,1-diyl) bis(5-(bis(2-hydroxydodecyl)amino)pentanoate) OC(CN(CCCCC(=O)OCCN1C(CN(C(C1)C)CCOC(CCCCN(CC(CCCCCCCCCC)O)CC(CCCCCCCCCC)O)=O)C)CC(CCCCCCCCCC)O)CCCCCCCCCC